(2S,4S)-2-(4-chlorobenzyl)-1'-(pyridin-2-yl)-[1,4'-bipiperidin]-4-ol 2,2,2-trifluoro-acetate FC(C(=O)O)(F)F.ClC1=CC=C(C[C@@H]2N(CC[C@@H](C2)O)C2CCN(CC2)C2=NC=CC=C2)C=C1